5-isopropyl-2-(4-methylpiperidin-4-yl)-1,3-benzoxazole C(C)(C)C=1C=CC2=C(N=C(O2)C2(CCNCC2)C)C1